FC(C(C1=NC=NC=N1)(F)F)(C(F)(F)F)F 6-heptafluoropropyl-1,3,5-triazine